N1=CC=CC2=C1CNCCC2 6,7,8,9-tetrahydro-5H-pyrido[2,3-c]azepine